ClC1=C(C(=O)NCCNC(=O)C2(CCNCC2)O)C=CC(=C1)NC(=O)C=1N(C(=CN1)C1=C(C(=C(C=C1)OCC#N)F)F)C N-[2-[[2-Chloro-4-[[5-[4-(cyanomethoxy)-2,3-difluorophenyl]-1-methylimidazol-2-carbonyl]amino]benzoyl]amino]ethyl]-4-hydroxypiperidin-4-carboxamid